1-(bromomethyl)pyrazole BrCN1N=CC=C1